N-[(furan-2-yl)methyl]-1-(4-methylphenyl)-4-(morpholin-4-yl)-1H-pyrazolo[3,4-d]pyrimidin-6-amine O1C(=CC=C1)CNC1=NC(=C2C(=N1)N(N=C2)C2=CC=C(C=C2)C)N2CCOCC2